N-[(3-bromo-4-fluoro-2-hydroxyphenyl)methyl]carbamic acid tert-butyl ester C(C)(C)(C)OC(NCC1=C(C(=C(C=C1)F)Br)O)=O